C(C)(C)(C)C1=CC2=C(C(=C3C=C(C=C4C(=C(C(=C1)C2=C43)C4=CC=CC=3C2=CC=CC=C2C(C43)(C)C)C4=CC=CC=3C2=CC=CC=C2C(C43)(C)C)C(C)(C)C)C4=CC=CC=3C2=CC=CC=C2C(C43)(C)C)C4=CC=CC=3C2=CC=CC=C2C(C43)(C)C 2,7-di(tert-butyl)-4,5,9,10-tetra(9',9'-dimethylfluorenyl)pyrene